methyl trans-4-(iodomethyl)cyclohexanecarboxylate IC[C@@H]1CC[C@H](CC1)C(=O)OC